(S)-2-chloro-N-((4-methyl-6-(8-methyl-3-(trifluoromethyl)-5,6-dihydro-[1,2,4]triazolo[4,3-a]pyrazin-7(8H)-yl)pyridin-3-yl)methyl)-1H-pyrrolo[2,3-b]pyridin-4-amine ClC1=CC2=C(N=CC=C2NCC=2C=NC(=CC2C)N2[C@H](C=3N(CC2)C(=NN3)C(F)(F)F)C)N1